BrC=1C=C(OC2CCN(CC2)S(=O)(=O)C)C=C(C1)F 4-(3-bromo-5-fluorophenoxy)-1-(methylsulfonyl)piperidine